7-CHLORO-4-HYDROXYINDOLE-3-CARBOXALDEHYDE ClC=1C=CC(=C2C(=CNC12)C=O)O